FC1=CC(=CC=2SC(=CC21)C(=O)OCC)N2CCN(CC2)C ethyl 4-fluoro-6-(4-methylpiperazin-1-yl)benzo[b]thiophene-2-carboxylate